N-[3-(4-methylpiperazin-1-yl)phenyl]-2-[(4-methylphenyl)methyl]-1-oxo-3-[4-(trifluoromethyl)phenyl]-1,2,3,4-tetrahydroisoquinoline-4-carboxamide CN1CCN(CC1)C=1C=C(C=CC1)NC(=O)C1C(N(C(C2=CC=CC=C12)=O)CC1=CC=C(C=C1)C)C1=CC=C(C=C1)C(F)(F)F